(3-(((1,5-dimethyl-1H-pyrazol-3-yl)methyl)amino)-5-(4-fluorophenyl)pyridin-2-yl)carbamic acid tert-butyl ester C(C)(C)(C)OC(NC1=NC=C(C=C1NCC1=NN(C(=C1)C)C)C1=CC=C(C=C1)F)=O